C1=CC=CC=2C3=CC=CC=C3C(C12)COC(=O)N[C@H](C(=O)O)CCS(=O)(=O)CC1=CC=CC=C1 (S)-2-((((9H-fluoren-9-yl)methoxy)carbonyl)amino)-4-(benzylsulfonyl)butanoic acid